3-(4-(difluoromethoxy)phenyl)-2,5-dihydro-1H-pyrrole hydrochloride Cl.FC(OC1=CC=C(C=C1)C=1CNCC1)F